(5-(2-fluorophenyl)-1-(pyridine-3-sulfonyl)-1H-pyrrol-3-yl)-pyridine-3-sulfonic acid methyl ester COS(=O)(=O)C=1C(=NC=CC1)C1=CN(C(=C1)C1=C(C=CC=C1)F)S(=O)(=O)C=1C=NC=CC1